4-(4,4,5,5-tetramethyl-1,3,2-dioxaborolan-2-yl)-1H-benzo[cd]indol-2-one CC1(OB(OC1(C)C)C=1C=C2C3=C(C(NC3=CC=C2)=O)C1)C